CC=1N(C(=C2C(N(N=CC21)C=2C=C(C#N)C=CC2)=O)C)C2=CC=CC=C2 3-(5,7-dimethyl-1-oxo-6-phenyl-1H-pyrrolo[3,4-d]pyridazin-2(6H)-yl)benzonitrile